N-(1-(5-(3-cyano-6-(2-hydroxy-2-methylpropoxy)pyrazolo[1,5-a]pyridin-4-yl)pyridin-2-yl)-4-methylpiperidin-4-yl)-3,4-difluorobenzamide C(#N)C=1C=NN2C1C(=CC(=C2)OCC(C)(C)O)C=2C=CC(=NC2)N2CCC(CC2)(C)NC(C2=CC(=C(C=C2)F)F)=O